ClC1=C(C=CC(=C1)F)C(=O)N1C[C@@H]2CC[C@H](C1)N2C=2C=C(C=C1C=NN(C21)C2CC2)S(=O)(=O)CC(C)(C)C (2-chloro-4-fluoro-phenyl)-[(1S,5R)-8-[1-cyclopropyl-5-(2,2-dimethylpropylsulfonyl)indazol-7-yl]-3,8-diazabicyclo[3.2.1]octan-3-yl]methanone